5-(3'-chloro-5-fluoro-2-hydroxy-4'-(3-methyl-2-oxoimidazolidin-1-yl)-[1,1'-biphenyl]-3-yl)-3-(piperazin-1-yl)picolinic acid methyl ester COC(C1=NC=C(C=C1N1CCNCC1)C=1C(=C(C=C(C1)F)C1=CC(=C(C=C1)N1C(N(CC1)C)=O)Cl)O)=O